C1(=CC=CC2=CC=CC=C12)CC=1C(=C2N(C(C1)=S)[C@@H](CS2(=O)=O)C(=O)O)C2=CC(=CC=C2)C(F)(F)F |r| Racemic-7-(naphthalen-1-ylmethyl)-5-thioxo-8-(3-(trifluoromethyl)phenyl)-2,3-dihydro-5H-thiazolo[3,2-a]pyridine-3-carboxylic acid 1,1-dioxide